N1CC(C1)C#CC1=CN=C(C2=CC(=C(C=C12)C(=O)N)OC(C)C)OC[C@H]1NC(CC1)=O (S)-4-(azetidin-3-ylethynyl)-7-isopropoxy-1-((5-oxopyrrolidin-2-yl)methoxy)isoquinoline-6-carboxamide